FC=1C(=CC(=NC1)OC)COC1=CC=C(C=C1)C=1C=C(C(NC1C(F)(F)F)=O)C(=O)N 5-(4-((5-Fluoro-2-methoxypyridin-4-yl)methoxy)phenyl)-2-oxo-6-(trifluoromethyl)-1,2-dihydropyridine-3-carboxamide